BrC=1N=CC=C2C1NN=C2 7-bromo-1H-pyrazolo[3,4-c]pyridine